2-amino-N-[(1S)-5-[2-(2-aminopyridin-3-yl)-5-(pyrazol-1-yl)imidazo[4,5-b]pyridin-3-yl]-2,3-dihydro-1H-inden-1-yl]-4-(benzyloxy)-5-(hydroxymethyl)benzamide NC1=C(C(=O)N[C@H]2CCC3=CC(=CC=C23)N2C(=NC=3C2=NC(=CC3)N3N=CC=C3)C=3C(=NC=CC3)N)C=C(C(=C1)OCC1=CC=CC=C1)CO